ClC1=C(OC(C(=O)O)C)C=C(C(=C1)Cl)Cl (2,4,5-trichlorophenoxy)propionic acid